NC[C@H](C(=O)NC)C (R)-3-amino-N,2-dimethylpropanamide